C[C@@H]1CN(C[C@H]2CCCC[C@@H]12)C(C(=O)NC=1C=C(C=NC1)C(=O)N)=O 5-[[2-[(4S,4aS,8aS)-4-methyl-3,4,4a,5,6,7,8,8a-Octahydro-1H-Isoquinolin-2-Yl]-2-oxo-acetyl]amino]pyridine-3-carboxamide